O=C1OC(=NN1C=1C=C(C#N)C=CC1)C(F)(F)F 3-(2-oxo-5-(trifluoromethyl)-1,3,4-oxadiazole-3(2H)-yl)benzonitrile